FC([C@]12N(C=3C(=NN=C(C3)C3=C(C(=CC=C3)F)O)NC1)C[C@@H](C2)OC=2C=C1CCNCC1=CC2)F 2-((6aR,8R)-6a-(difluoromethyl)-8-((1,2,3,4-tetrahydroisoquinolin-6-yl)oxy)-5,6,6a,7,8,9-hexahydropyrrolo[1',2':4,5]pyrazino[2,3-c]pyridazin-2-yl)-6-fluorophenol